1-(2-chloro-6-fluorophenyl)-4-((4-((1-methylpiperidin-4-yl)oxy)phenyl)amino)-1H-pyrazole-3-carboxamide ClC1=C(C(=CC=C1)F)N1N=C(C(=C1)NC1=CC=C(C=C1)OC1CCN(CC1)C)C(=O)N